CC1=C(C=C(C(=C1)O)C(C)(C)C)OP([O-])OP([O-])[O-] (2-methyl-4-hydroxy-5-tert-butylphenyl)diphosphite